C(#N)/C(/C(=O)O)=C\C1=CN(C2=CC=CC=C12)CC1=CC=C(C=C1)F (E)-2-cyano-3-(1-(4-fluorobenzyl)-1H-indol-3-yl)acrylic acid